C(C)OC(C(CC=C)OC1=C(C=C(C=C1)C=O)OCC)=O 2-(2-ethoxy-4-formylphenoxy)pent-4-enoic acid ethyl ester